ClC=1C(=C(N)C=CC1)N1CCC(CC1)C 3-chloro-2-(4-methylpiperidin-1-yl)aniline